CC1OCCC(O1)CC 2-methyl-4-ethyl-1,3-dioxane